hexyl benzoate C(C1=CC=CC=C1)(=O)OCCCCCC